CN1N=CC(=C1C1=NC(=NC=C1F)N1CCC(CC1)C(=O)NCC1=C(C(=CC(=C1)F)F)F)C 1-(4-(1,4-dimethyl-1H-pyrazol-5-yl)-5-fluoropyrimidin-2-yl)-N-(2,3,5-trifluorobenzyl)piperidine-4-carboxamide